2-hydroxy-4-n-octoxybenzophenone hydrochloride Cl.OC1=C(C(=O)C2=CC=CC=C2)C=CC(=C1)OCCCCCCCC